COC1=CC=C(C=N1)C(N1CCN(CC1)C(=O)N1N=C(N=C1)C#N)C=1C=NC(=CC1)OC 1-(4-(bis(6-methoxypyridin-3-yl)methyl)piperazine-1-carbonyl)-1H-1,2,4-triazole-3-carbonitrile